methyl N-[4-[8-bromo-6-[(4-chlorophenyl)-methyl-carbamoyl]imidazo[1,2-a]pyridin-3-yl]phenyl]carbamate BrC=1C=2N(C=C(C1)C(N(C)C1=CC=C(C=C1)Cl)=O)C(=CN2)C2=CC=C(C=C2)NC(OC)=O